1,2-bis(dipentylphosphino)ethane tert-butyl-rac-(3S)-6-(2,3-dihydrobenzofuran-7-yl)-3-methyl-3,4-dihydro-2H-pyridine-1-carboxylate C(C)(C)(C)OC(=O)N1C[C@H](CC=C1C1=CC=CC=2CCOC21)C.C(CCCC)P(CCP(CCCCC)CCCCC)CCCCC |r|